6-O-(L-phenylalanyl)-2-N-butyryl-D-glucosamine hydrochloride Cl.N[C@@H](CC1=CC=CC=C1)C(=O)OC[C@@H]1[C@H]([C@@H]([C@H](C(O)O1)NC(CCC)=O)O)O